C1(CC1)C1=NN(C=2C(=NNC(C21)=O)C)C 3-cyclopropyl-1,7-Dimethyl-1,5-dihydro-4H-pyrazolo[3,4-d]Pyridazin-4-one